6-Chloro-5-fluoro-3-((3aS,4R,6aR)-6-(hydroxymethyl)-2,2-dimethyl-3a,6a-dihydro-4H-cyclopenta[d][1,3]dioxol-4-yl)pyrimidin-4(3H)-one ClC1=C(C(N(C=N1)[C@@H]1C=C([C@H]2OC(O[C@H]21)(C)C)CO)=O)F